FC([C@@H]1[C@](CN(CC1)C)(C)COC1=NC2=C(C(=C(C=C2C=N1)F)C1=CC(=CC2=CC=C(C(=C12)C#C[Si](C(C)C)(C(C)C)C(C)C)F)O[Si](C(C)C)(C(C)C)C(C)C)F)F 2-(((3S,4S)-4-(difluoromethyl)-1,3-dimethylpiperidin-3-yl)methoxy)-6,8-difluoro-7-((Sa)-7-fluoro-8-((triisopropylsilyl)ethynyl)-3-((triisopropylsilyl)oxy)naphthalen-1-yl)quinazoline